C(C)(=O)NCC=1N(C2=CC(=C(C=C2C1)Cl)C(=O)O)S(=O)(=O)C1=CC=CC=C1 2-(acetamidomethyl)-5-chloro-1-(phenylsulfonyl)-1H-indole-6-carboxylic acid